Cl.ClCC(=O)NCC1CCN(CC1)C(=O)C1(CCNCC1)NC1=CC=CC=C1 2-chloro-N-((1-(4-(phenylamino)piperidine-4-carbonyl)piperidin-4-yl)methyl)acetamide hydrochloride